NCCC[Si](OC)(OC)OC (3-aminopropyl)-trimethoxy-silane